alpha-guluronate O[C@@H]1[C@H](O)[C@H](O)[C@@H](O)[C@H](O1)C(=O)[O-]